N-((1-(4-ethynylbenzyl)pyrrolidin-3-yl)methyl)-1-(3-(4-methoxyphenyl)-1,2,4-oxadiazol-5-yl)piperidine-4-carboxamide C(#C)C1=CC=C(CN2CC(CC2)CNC(=O)C2CCN(CC2)C2=NC(=NO2)C2=CC=C(C=C2)OC)C=C1